ClC=1C=C2C(=NC=NC2=CC1C1=CC=CC=2CCCCC12)N1CCN(CC1)C(C=C)=O 1-(4-(6-chloro-7-(5,6,7,8-tetrahydronaphthalen-1-yl)quinazolin-4-yl)piperazin-1-yl)prop-2-en-1-one